3-(3,5-di-tert-butyl-4-hydroxypentyl)-2,2-difluoro-1-phenylpropan-1-one C(C)(C)(C)C(CCCC(C(=O)C1=CC=CC=C1)(F)F)C(CC(C)(C)C)O